5-(1-amino-3-methoxypropyl)pyridin-3-amine NC(CCOC)C=1C=C(C=NC1)N